tetratriacontyl palmitate C(CCCCCCCCCCCCCCC)(=O)OCCCCCCCCCCCCCCCCCCCCCCCCCCCCCCCCCC